C(C1=CC=CC=C1)N1[C@H]2CN(C[C@@H]1CC(C2)C=2C=C1CN(C(C1=CC2)=O)C2C(NC(CC2)=O)=O)C 3-(5-((1R,5S)-9-benzyl-3-methyl-3,9-diazabicyclo[3.3.1]nonan-7-yl)-1-oxoisoindolin-2-yl)piperidine-2,6-dione